4-(benzylthio)-N,N-bis(2-methylpropyl)-2-nitroaniline C(C1=CC=CC=C1)SC1=CC(=C(N(CC(C)C)CC(C)C)C=C1)[N+](=O)[O-]